1-((2-(trimethylsilyl)ethoxy)methyl)-1H-benzo[d]imidazol-4-amine C[Si](CCOCN1C=NC2=C1C=CC=C2N)(C)C